(2-{4,5-Bis[(8E,11E)-heptadeca-8,11-dien-1-yl]-1,3-dioxolan-2-yl}ethyl)dimethylamine C(CCCCCC\C=C\C\C=C\CCCCC)C1OC(OC1CCCCCCC\C=C\C\C=C\CCCCC)CCN(C)C